7-bromo-3H-triazolo[4,5-b]pyridine BrC1=C2C(=NC=C1)NN=N2